C(C)C1=C(C(=C(C(=C1CC)OC(C)C)CC)CC)O 2,3,5,6-tetraethyl-4-isopropoxyphenol